N-benzyl-N-methyl-4-(2-{[(3S)-piperidin-3-yl]amino}-5-(trifluoromethyl)pyrimidin-4-yl)-1H-pyrrol-2-carboxamide C(C1=CC=CC=C1)N(C(=O)C=1NC=C(C1)C1=NC(=NC=C1C(F)(F)F)N[C@@H]1CNCCC1)C